N1(CCC1)C1CN2C(OC1)=C(C=N2)S(=O)(=O)[N-]C(NC2=C1CCCC1=CC=1CCCC21)=O.[Na+] Sodium ((6-(Azetidin-1-yl)-6,7-dihydro-5H-pyrazolo[5,1-b][1,3]oxazin-3-yl)sulfonyl)((1,2,3,5,6,7-hexahydro-s-indacen-4-yl)carbamoyl)amide